COC=1C=C(C=CC1OC)C=1OC2=C(C(C1)=O)C=CC(=C2OC)OC 2-(3,4-dimethoxyphenyl)-7,8-dimethoxy-4H-benzopyran-4-one